(R)-5-(2-(2,5-Difluorophenyl)pyrrolidin-1-yl)-N-(3-fluorobenzyl)-3H-imidazo[4,5-b]pyridine-3-Carboxamide FC1=C(C=C(C=C1)F)[C@@H]1N(CCC1)C1=CC=C2C(=N1)N(C=N2)C(=O)NCC2=CC(=CC=C2)F